2-(2-Isopropylphenyl)-N-(4-(1-methyl-4-(trifluoromethyl)-1H-imidazol-2-yl)benzyl)pyrido[2,3-d]pyrimidin-4-amine C(C)(C)C1=C(C=CC=C1)C=1N=C(C2=C(N1)N=CC=C2)NCC2=CC=C(C=C2)C=2N(C=C(N2)C(F)(F)F)C